ClC1=CC(=C(C=C1)C1OC2=C(C=CC=C2C=C1)C1CCNCC1)F 4-(2-(4-chloro-2-fluorophenyl)-2H-chromen-8-yl)piperidine